4-(((6-bromo-4-cyanopyridin-3-yl)oxy)methyl)-N,N-dimethylpiperidine-1-sulfonamide BrC1=CC(=C(C=N1)OCC1CCN(CC1)S(=O)(=O)N(C)C)C#N